dioxanyl-(dioxo)osmium, dihydrate O.O.O1C(COCC1)[Os](=O)=O